C(C(=C)C)(=O)OCC1CSC(O1)=O 5-(methacryloyloxy)methyl-1,3-oxathiolan-2-one